C(C(=C)C)(=O)O.C(C(=C)C)(=O)O.C(C(=C)C)(=O)O.C(C(=C)C)(=O)O.C(O)C(CC)(CO)CO.C(O)C(CC)(CO)CO ditrimethylolpropane tetramethacrylate